FC=1C=C2C(CCOC2=C(C1O[C@@H](C1=CC=NC=C1)C1=CC=C(C=C1)OC)C)=O (R)-6-fluoro-7-((4-methoxyphenyl)(pyridin-4-yl)methoxy)-8-methylchroman-4-one